N1=C(C=CC=C1)CC1=NC=CC=C1 di(pyridyl)methane